3-((12-phenyldodec-11-yn-1-yl)oxy)propyl hydrogen ((((R)-1-(6-amino-9H-purin-9-yl)propan-2-yl)oxy)methyl)phosphonate NC1=C2N=CN(C2=NC=N1)C[C@@H](C)OCP(OCCCOCCCCCCCCCCC#CC1=CC=CC=C1)(O)=O